CC=1N=NC(=C2C1N=CC(=C2)N2CCOCC2)N[C@H](C)C2=C(C(=CC=C2)C(F)(F)F)C (R)-8-methyl-N-(1-(2-methyl-3-(trifluoromethyl)phenyl)ethyl)-3-morpholinopyrido[2,3-d]pyridazine-5-amine